triphenylsulfonium 2-bicyclo[2.2.1]hept-2-yl-1,1-difluoroethanesulfonate C12C(CC(CC1)C2)CC(S(=O)(=O)[O-])(F)F.C2(=CC=CC=C2)[S+](C2=CC=CC=C2)C2=CC=CC=C2